C(C)(=O)O[C@@H]1CC2=CC[C@H]3[C@@H]4CC[C@H]([C@@H](CC[C@@H](CC)C(C)C)C)[C@]4(CC[C@@H]3[C@]2(CC1)CO)C 3β-acetoxy-19-hydroxy-stigmastA-5-ene